piperidine 2,2,2-trifluoroacetate FC(C(=O)O)(F)F.N1CCCCC1